(S)-1-(3-(4-amino-3-((2,6-difluoro-3,5-dimethoxyphenyl)ethynyl)-7-(1H-pyrazol-3-yl)-1H-pyrazolo[4,3-c]pyridin-1-yl)pyrrolidin-1-yl)prop-2-en-1-one NC1=NC=C(C2=C1C(=NN2[C@@H]2CN(CC2)C(C=C)=O)C#CC2=C(C(=CC(=C2F)OC)OC)F)C2=NNC=C2